methyl 3-[(6-chloro-4-{3-[(4-methyl-1,2,4-triazol-3-yl)methyl]oxetan-3-yl}pyridin-2-yl)sulfanyl]propanoate ClC1=CC(=CC(=N1)SCCC(=O)OC)C1(COC1)CC1=NN=CN1C